3-(5-[4-[2-(piperazin-1-yl)ethyl]Piperidin-1-yl]Pyrrolo[2,3-c]Pyridin-1-yl)Isoquinolin-5-amine N1(CCNCC1)CCC1CCN(CC1)C=1C=C2C(=CN1)N(C=C2)C=2N=CC=1C=CC=C(C1C2)N